COC1=C(C=CC(=C1)S(=O)(=O)N1CCOCC1)NC=1N=C(C2=C(N1)NC=C2)NC N2-(2-methoxy-4-(morpholinosulfonyl)phenyl)-N4-methyl-7H-pyrrolo[2,3-d]pyrimidine-2,4-diamine